(4-(4-(benzo[d]thiazol-5-ylamino)quinolin-6-yl)-3,5-difluorophenyl)(2-oxa-6-azaspiro[3.3]heptan-6-yl)methanone S1C=NC2=C1C=CC(=C2)NC2=CC=NC1=CC=C(C=C21)C2=C(C=C(C=C2F)C(=O)N2CC1(COC1)C2)F